C(C)(C)(C)OC(=O)N1CC(C1)CN1C(C(=NC2=CC(=C(C=C12)Cl)Br)OC[C@H]1N(CCC1)C)=O (S)-3-((6-bromo-7-chloro-3-((1-methylpyrrolidin-2-yl)methoxy)-2-oxoquinoxalin-1(2H)-yl)methyl)azetidine-1-carboxylic acid tert-butyl ester